2-(2-ethyl-6-methoxy-phenyl)-4,4,5,5-tetramethyl-1,3,2-dioxaborolane C(C)C1=C(C(=CC=C1)OC)B1OC(C(O1)(C)C)(C)C